C(C)(C)(C)C=1C=C(N(N1)C1=C(C=CC=C1)Cl)N N-[5-tert-butyl-2-(2-chlorophenyl)pyrazol-3-yl]amine